3-(2-(6-(2-(2,5-difluorophenyl)pyrrolidin-1-yl)imidazo[1,2-b]pyridazin-3-yl)vinyl)-5-(trichloromethyl)-1,2,4-oxadiazole FC1=C(C=C(C=C1)F)C1N(CCC1)C=1C=CC=2N(N1)C(=CN2)C=CC2=NOC(=N2)C(Cl)(Cl)Cl